N-(3-chlorobenzyl)-1,2,4-triazine-3-carboxamide ClC=1C=C(CNC(=O)C=2N=NC=CN2)C=CC1